Methyl 7-cyclobutoxy-2-(1-methyl-2-oxabicyclo[2.1.1]hexan-4-yl)imidazo[1,2-a]pyridine-6-carboxylate C1(CCC1)OC1=CC=2N(C=C1C(=O)OC)C=C(N2)C21COC(C2)(C1)C